[Si](C)(C)(C(C)(C)C)OCC[C@H]([C@H](O)C1=C(C=CC=C1)Cl)O (1R,2R)-4-(tert-butyldimethylsilyloxy)-1-(2-chlorophenyl)butane-1,2-diol